3-(4-amino-5-(4-aminophenyl)-7H-pyrrolo[2,3-d]pyrimidin-7-yl)azetidine-1-carboxylic acid tert-butyl ester C(C)(C)(C)OC(=O)N1CC(C1)N1C=C(C2=C1N=CN=C2N)C2=CC=C(C=C2)N